2-fluoro-3-[2-(dimethylamino)ethyl]-1H-indole-4-carboxylic acid FC=1NC=2C=CC=C(C2C1CCN(C)C)C(=O)O